chloroiminosilicon ClN=[Si]